3-(Bromomethyl)bicyclo[4.2.0]octane-1(6),2,4-triene BrCC1=CC=2CCC2C=C1